2-(chloromethyl)-1-methyl-5-phenyl-7-(trifluoromethyl)-1,5-dihydro-4H-imidazo[4,5-c]quinolin-4-one ClCC=1N(C2=C(C(N(C=3C=C(C=CC23)C(F)(F)F)C2=CC=CC=C2)=O)N1)C